C(C)(C)(C)OC(=O)N1CC(CCC1)C(CC(C(=O)O)(O)CC)=O 4-(1-(tert-butoxycarbonyl)piperidin-3-yl)-2-ethyl-2-hydroxy-4-oxobutanoic acid